ClC=1C=C(OC[C@@H](/C=C/[C@H]2[C@@H](C[C@@H]3OC[C@H](CC[C@@H]32)CCCC(=O)O)O)O)C=CC1F 4-{(3S,5aR,6R,7R,8aS)-6-[(1E,3R)-4-(3-chloro-4-fluorophenoxy)-3-hydroxy-1-buten-1-yl]-7-hydroxyoctahydro-2H-cyclopenta[b]oxepin-3-yl}butanoic acid